2,2'-(4-phenyl-4H-benzo[d][1,3]oxazine-2,4-diyl)bis(2-methylpropanenitrile) C1(=CC=CC=C1)C1(C2=C(N=C(O1)C(C#N)(C)C)C=CC=C2)C(C#N)(C)C